CN[C@H](C)C1=CC=C(C=C1)C1=CC=C(C=C1)C(F)(F)F (R)-N-methyl-1-(4'-(trifluoromethyl)-[1,1'-biphenyl]-4-yl)ethan-1-amine